Methylene bis(2-(2,4-dichlorophenoxy)acetate) ClC1=C(OCC(=O)OCOC(COC2=C(C=C(C=C2)Cl)Cl)=O)C=CC(=C1)Cl